C(C)(C)(C)C=1C(=NC2=CN=CC=C2C1N)C1=CN=NC=C1 tert-butyl-2-(pyridazin-4-yl)-1,7-naphthyridin-4-amine